C(C1=CC=CC=C1)O[C@@H]1[C@@H](N(C[C@@H]([C@H]1OCC1=CC=CC=C1)OCC1=CC=CC=C1)C[C@H]1CN(CC1)C(=O)OC(C)(C)C)COCC1=CC=CC=C1 (S)-tert-butyl 3-(((2S,3R,4R,5S)-3,4,5-tris(benzyloxy)-2-((benzyloxy)methyl)piperidin-1-yl)methyl)pyrrolidine-1-carboxylate